C(C)N1C(=C(C(C(=C1)C1=CC=C(C=C1)F)=O)C(=O)N)C 1-ethyl-5-(4-fluorophenyl)-2-methyl-4-oxopyridine-3-carboxamide